1-vinylethyl chloride C(=C)C(C)Cl